5-bromo-N-isobutyl-N-methylpyridin-2-amine BrC=1C=CC(=NC1)N(C)CC(C)C